ClC1=CC(=C(C=C1)C1=NN2C(=NC=3C=CC=CC3C2=N1)NC=1C(N=CC=CC1)=O)OC(F)(F)F (3R)-3-({2-[4-chloro-2-(trifluoromethoxy)phenyl][1,2,4]triazolo[1,5-c]quinazolin-5-yl}amino)azepin-2-one